4-Benzyl-1-((2-methoxyphenyl)sulfonyl)piperidine C(C1=CC=CC=C1)C1CCN(CC1)S(=O)(=O)C1=C(C=CC=C1)OC